(2S,3S,4R,5R)-5-(6-(benzylamino)-2-(thiophen-3-yl)-9H-purin-9-yl)-3,4-dihydroxyl-N-(methyl-d3)-tetrahydrofuran-2-formamide C(C1=CC=CC=C1)NC1=C2N=CN(C2=NC(=N1)C1=CSC=C1)[C@H]1[C@@H]([C@@H]([C@H](O1)C(=O)NC([2H])([2H])[2H])O)O